BrC=1C=C(C=CC1)C1([C@H]([C@H]1C)F)CNC(=O)OC1=C(C(=O)OC)C=CC=C1 methyl 2-(((((2s,3s)-1-(3-bromophenyl)-2-fluoro-3-methylcyclopropyl)methyl)carbamoyl)oxy)benzoate